5-ethyl-2-methoxy-N-(5-phenyl-1,3,4-thiadiazol-2-yl)benzenesulfonamide C(C)C=1C=CC(=C(C1)S(=O)(=O)NC=1SC(=NN1)C1=CC=CC=C1)OC